N5-(2-fluorophenyl)-N6-(m-tolyl)[1,2,5]oxadiazolo[3,4-b]pyrazine-5,6-diamine FC1=C(C=CC=C1)NC1=NC=2C(N=C1NC=1C=C(C=CC1)C)=NON2